5-(phenylamino)-3-(quinolin-4-yl)pyridin-2(1H)-one C1(=CC=CC=C1)NC=1C=C(C(NC1)=O)C1=CC=NC2=CC=CC=C12